(S)-2-(5-((4-((2-Chloro-5-(1-(difluoromethyl)-1H-pyrazol-3-yl)pyridin-4-yl)amino)butan-2-yl)oxy)-1-methyl-1H-pyrazol-4-yl)pyrimidin-4-amine ClC1=NC=C(C(=C1)NCC[C@H](C)OC1=C(C=NN1C)C1=NC=CC(=N1)N)C1=NN(C=C1)C(F)F